BrC1=C(C=C2C(=C(C(=NC2=C1F)OC[C@H]1N(CCC1)C)[N+](=O)[O-])C1(CCN(CC1)C(=O)OC(C)(C)C)C(=O)OC)Cl 1-(tert-Butyl) 4-methyl (S)-4-(7-bromo-6-chloro-8-fluoro-2-((1-methylpyrrolidin-2-yl)methoxy)-3-nitroquinolin-4-yl)piperidine-1,4-dicarboxylate